C(C)(C)(C)OC(=O)N1C(CN(CC1)C1=C(C=C(C=C1)NC(C1=C(C=CC=C1)NC1=C(C(=CC=C1)Cl)C)=O)F)(C)C 4-(4-(2-((3-chloro-2-methylphenyl)amino)benzoylamino)-2-fluorophenyl)-2,2-dimethylpiperazine-1-carboxylic acid tert-butyl ester